(2R,4R)-N-[2-[(4,4-difluorocyclohexyl)amino]-1-(5-fluoro-3-pyridyl)-2-oxo-ethyl]-4-methoxy-N-[4-(pentafluoro-λ6-sulfanyl)phenyl]pyrrolidine-2-carboxamide FC1(CCC(CC1)NC(C(C=1C=NC=C(C1)F)N(C(=O)[C@@H]1NC[C@@H](C1)OC)C1=CC=C(C=C1)S(F)(F)(F)(F)F)=O)F